OC1(CC(C1)CNC=1N=NC(=C2C1C=NC=C2)C2=C(C=C(C=C2)C(F)(F)F)O)C 2-(4-(((3-hydroxy-3-methylcyclobutyl)methyl)amino)pyrido[3,4-d]pyridazin-1-yl)-5-(trifluoromethyl)phenol